FC1(CC(C1)OC1=C(C(=CC2=C1C(N1[C@@H](CO2)C[C@@H](C1)O)=O)C)F)F (2S,11aR)-6-(3,3-Difluorocyclobutoxy)-7-fluoro-2-hydroxy-8-methyl-2,3,11,11a-tetrahydro-1H,5H-benzo[f]pyrrolo[2,1-c][1,4]oxazepin-5-one